N-[(3R)-7-[(3aR,6S,6aR)-6-amino-hexahydro-2H-furo[3,2-b]pyrrol-4-yl]-3,4-dihydro-2H-1-benzopyran-3-yl]-3-amino-6-methylthieno[2,3-b]pyridine-2-carboxamide N[C@@H]1[C@@H]2[C@H](N(C1)C1=CC3=C(C[C@H](CO3)NC(=O)C3=C(C=4C(=NC(=CC4)C)S3)N)C=C1)CCO2